2-((1H-pyrazol-3-yl)methyl)-6-((2-fluorothiazol-4-yl)methyl)-4-methyl-4,6-dihydro-5H-thiazolo[5',4':4,5]pyrrolo[2,3-d]pyridazin-5-one N1N=C(C=C1)CC=1SC2=C(N(C=3C(N(N=CC32)CC=3N=C(SC3)F)=O)C)N1